1-benzyl-6-(3,5-dimethylisoxazol-4-yl)-N-(2-methoxyethyl)-4-nitro-1H-benzo[d]imidazol-2-amine C(C1=CC=CC=C1)N1C(=NC2=C1C=C(C=C2[N+](=O)[O-])C=2C(=NOC2C)C)NCCOC